(S)-1-tosylpyrrolidin-3-ol S(=O)(=O)(C1=CC=C(C)C=C1)N1C[C@H](CC1)O